methyl-1,2,4-triazolidine-3,5-dione CN1NC(NC1=O)=O